[Cl-].C(CCCCCCCCC)NC(/C=C(\C)/[N+](CCCCCCCCCCCC)(C)C)=O (E)-N-(4-(decylamino)-4-oxobut-2-en-2-yl)-N,N-dimethyldodecan-1-aminium chloride